ClC=1C=C(C(=O)NN)C=CC1 3-chlorotoluenehydrazide